1-{[(benzyloxy)-carbonyl]oxy}pyrrolidine-2,5-dione C(C1=CC=CC=C1)OC(=O)ON1C(CCC1=O)=O